C(C)(=O)[O-].C(CCCCCCCCCCC)[NH+]1CC(CCC1)CCC 1-Dodecyl-3-propylpiperidinium acetate